N-benzyl-6-(2,4-dimethoxypyrimidin-5-yl)-N-methylimidazo[1,2-b]pyridazin-8-amine C(C1=CC=CC=C1)N(C=1C=2N(N=C(C1)C=1C(=NC(=NC1)OC)OC)C=CN2)C